N-((3R,4S)-4-((6-(2,6-dichloro-3,5-dimethoxyphenyl)-8-ethoxypyrido[3,4-d]pyrimidin-2-yl)amino)tetrahydrofuran-3-yl)acrylamide ClC1=C(C(=C(C=C1OC)OC)Cl)C1=CC2=C(N=C(N=C2)N[C@H]2[C@H](COC2)NC(C=C)=O)C(=N1)OCC